C(=CCCCCCCCCCCCCC)N pentadecenamine